C(C)(C)(C)N(C(CN1C(C2=CC(=CC=C2C1)C1=NC(=NC=C1C(F)(F)F)NC1CCOCC1)=O)=O)C N-tert-butyl-N-methyl-2-(6-{2-[(oxacyclohex-4-yl)amino]-5-(trifluoromethyl)pyrimidin-4-yl}-1-oxo-2,3-dihydro-1H-isoindol-2-yl)acetamide